(S)-4-methyl-1-oxo-1-(((R)-1-oxo-3-phenylpropan-2-yl)amino)pentan CC(CCC(N[C@@H](C=O)CC1=CC=CC=C1)=O)C